tert-butyl (R)-4-(1-((2,8-dimethyl-[1,2,4]triazolo[1,5-a]pyrazin-6-yl)carbamoyl)-2,3-dihydro-1H-pyrrolo[2,3-b]pyridin-4-yl)-2-methylpiperazine-1-carboxylate CC1=NN2C(C(=NC(=C2)NC(=O)N2CCC=3C2=NC=CC3N3C[C@H](N(CC3)C(=O)OC(C)(C)C)C)C)=N1